2-(2-furyl)-1-(3,3-dimethylbutynyl)-1H-benzimidazole O1C(=CC=C1)C1=NC2=C(N1C#CC(C)(C)C)C=CC=C2